hydroxybenzene tetrafluoroborate F[B-](F)(F)F.OC1=CC=CC=C1